Cl.N[C@@H]1CN(CC1)C(C)=O (S)-1-(3-aminopyrrolidin-1-yl)ethan-1-one HCl